((phenoxycarbonyl)amino)Thiophene-2,3-dicarboxylic acid methyl ester COC(=O)C=1SC=C(C1C(=O)O)NC(=O)OC1=CC=CC=C1